4-[[(1s,2s)-6-chloro-2-[(3R)-3-(dimethylamino)piperidin-1-yl]-4-methyl-2,3-dihydro-1H-inden-1-yl]oxy]benzene ClC1=CC(=C2C[C@@H]([C@H](C2=C1)OC1=CC=CC=C1)N1C[C@@H](CCC1)N(C)C)C